C1(CC1)C(CC=O)C1CC1 3,3-dicyclopropylpropanal